6-Chloro-1-(4,6-diisopropylpyrimidin-5-yl)-4-[(2S,5R)-2,5-dimethyl-4-prop-2-enoyl-piperazin-1-yl]-7-(2-methylsulfonylphenyl)pyrido[2,3-d]pyrimidin-2-one ClC1=CC2=C(N(C(N=C2N2[C@H](CN([C@@H](C2)C)C(C=C)=O)C)=O)C=2C(=NC=NC2C(C)C)C(C)C)N=C1C1=C(C=CC=C1)S(=O)(=O)C